C(C1=CC=CC=C1)OC1=C(N2C(C3=C4C(=CC=C13)OCCO4)=NC=N2)C(=O)OC Methyl 6-(benzyloxy)-10,11-dihydro-[1,4]dioxino[2,3-h][1,2,4]triazolo[5,1-a]isoquinoline-5-carboxylate